(2R,3S)-3-amino-2-(2-(7-fluoro-1-oxo-6-(5-(trifluoromethyl)pyrimidin-2-yl)isoquinolin-2(1H)-yl)ethyl)pyrrolidine-1-carboxylic acid tert-butyl ester C(C)(C)(C)OC(=O)N1[C@@H]([C@H](CC1)N)CCN1C(C2=CC(=C(C=C2C=C1)C1=NC=C(C=N1)C(F)(F)F)F)=O